((3s,5s)-1-(7-carbamoyl-5-fluoro-2,3-dimethyl-1H-indol-4-yl)-5-methoxypiperidin-3-yl)carbamic acid tert-butyl ester C(C)(C)(C)OC(N[C@@H]1CN(C[C@H](C1)OC)C1=C2C(=C(NC2=C(C=C1F)C(N)=O)C)C)=O